OC1=CC=C(C=C1)C1=CC=C(S1)C=O 5-(4-hydroxy-phenyl)-thiophene-2-formaldehyde